4-(2-hydroxyethoxy)pyridine-3-carboxamide ethyl-4-[3-[(tert-butoxycarbonyl)amino]propanamido]-1-Methylimidazole-2-carboxylate C(C)OC(=O)C=1N(C=C(N1)NC(CCNC(=O)OC(C)(C)C)=O)C.OCCOC1=C(C=NC=C1)C(=O)N